2-(iodomethyl)-6-methylpyrimidine-4(1H)-imine ICC=1NC(=CC(N1)=N)C